(±)-Tert-butyl-((E)-3-((((R)-4-methyl-5-oxo-2,5-dihydrofuran-2-yl)oxy)methylene)-2-oxo-3,3a,4,8b-tetrahydro-2H-indeno[1,2-b]furan-6-yl)carbamate C(C)(C)(C)OC(NC=1C=C2CC\3C(OC(/C3=C/O[C@@H]3OC(C(=C3)C)=O)=O)C2=CC1)=O